sodium tryptophan caprate [O-]C(=O)CCCCCCCCC.N[C@@H](CC1=CNC2=CC=CC=C12)C(=O)O.[Na+]